C[C@@H]1COCCN1C1=CC(=C(N=N1)C(C)NC(=O)C1=CC=NN1)C1CCOCC1 N-(1-(6-((R)-3-methylmorpholino)-4-(tetrahydro-2H-pyran-4-yl)pyridazin-3-yl)ethyl)-1H-pyrazole-5-carboxamide